BrC=1C=C2N(CC(CNC2=O)C(=O)O)C1 8-bromo-1-oxo-2,3,4,5-tetrahydro-1H-pyrrolo[1,2-a][1,4]diazepine-4-carboxylic acid